C[C@H]1N(CCOC1)C=1N=C2N(C(C1)=O)[C@H](CCN2CC2=CN=CO2)C(F)(F)F (R)-2-((R)-3-Methyl-morpholin-4-yl)-9-oxazol-5-ylmethyl-6-trifluoromethyl-6,7,8,9-tetrahydro-pyrimido[1,2-a]-pyrimidin-4-one